2-((3S,4S)-4-amino-3-methyl-2-oxa-8-azaspiro[4.5]decan-8-yl)-5-iodo-3-(methyl-d3)pyrimidin-4(3H)-one N[C@@H]1[C@@H](OCC12CCN(CC2)C2=NC=C(C(N2C([2H])([2H])[2H])=O)I)C